O1CC(C1)CCOC1=NN(C=C1NC1=NC=CC=N1)C1CCC(CC1)N1C[C@H](O[C@H](C1)C)C N-{3-[2-(oxetan-3-yl)ethoxy]-1-[(1r,4r)-4-[(2R,6S)-2,6-dimethylmorpholin-4-yl]cyclohexyl]-1H-pyrazol-4-yl}pyrimidin-2-amine